2-(2,2-difluoroethoxy)-6-(trifluoroMethyl)benzene-1-sulfonyl chloride FC(COC1=C(C(=CC=C1)C(F)(F)F)S(=O)(=O)Cl)F